(S)-(4-methylphenyl)(pyridin-2-yl)methanol CC1=CC=C(C=C1)[C@H](O)C1=NC=CC=C1